(Z)-3-fluoro-4-(6-methylpyridin-2-ylsulfonyl)but-2-en-1-amine F\C(=C/CN)\CS(=O)(=O)C1=NC(=CC=C1)C